tertiary butyl benzenedi-yl phosphate P1(=O)(OC(C)(C)C)OC2=C(C=CC=C2)O1